O=C1C(C2C=CC(O)=CC=2)=COC2C=C(O)C=C(O)C1=2 alpha-Sparteine